2-chloro-N-(2-methyl-4-(N-(1-(piperidin-4-yl)ethyl)sulfamoyl)phenyl)benzamide ClC1=C(C(=O)NC2=C(C=C(C=C2)S(NC(C)C2CCNCC2)(=O)=O)C)C=CC=C1